CC(CC)(CCCC(C)C)OCC=CC1=CC=C(C=C1)OC 1-(3-((3,7-dimethyloct-3-yl)oxy)prop-1-en-1-yl)-4-methoxybenzene